4,6-dichloro-N'-(2-methoxy-3-(1-methyl-1H-1,2,4-triazol-3-yl)phenyl)nicotinohydrazide ClC1=CC(=NC=C1C(=O)NNC1=C(C(=CC=C1)C1=NN(C=N1)C)OC)Cl